N-FORMYL-CYSTEINE C(=O)N[C@@H](CS)C(=O)O